C1(CC1)C1=NN(C=N1)C1CC2(CN(C2)C(=O)N2CC3(C2)CN(C3)CC3=C(N=C(O3)C)C)C1 [6-(3-cyclopropyl-1,2,4-triazol-1-yl)-2-azaspiro[3.3]heptan-2-yl]-[6-[(2,4-dimethyloxazol-5-yl)methyl]-2,6-diazaspiro[3.3]heptan-2-yl]methanone